CN(C1=NC=CC=C1N)C N,N-dimethylpyridine-2,3-diamine